4-[3-(3-ethyl-2-fluoro-1H-pyrrolo[2,3-b]pyridin-5-yl)phenyl]morpholin-3-one C(C)C1=C(NC2=NC=C(C=C21)C=2C=C(C=CC2)N2C(COCC2)=O)F